chloro-1H-pyrazolo[3,4-b]pyridine ClN1N=CC=2C1=NC=CC2